CC(C)CCCC(C)CC=O Dihydrocitronellal